ClC=1N=C(C2=C(N1)C=CN2S(=O)(=O)C2=C(C=CC=C2)[N+](=O)[O-])Cl 2,4-dichloro-5-((2-nitrophenyl)sulfonyl)-5H-pyrrolo[3,2-d]pyrimidine